C1CC12CCC(CC2)CN2C[C@@H](C([C@@H](C2)O)O)O (3S,4r,5R)-1-(spiro[2.5]octan-6-ylmethyl)piperidine-3,4,5-triol